S1C(=NC=C1)C=1C=C(OC2CC3C(CN(C3)C(=O)N3N=C(C=C3)C(=O)O)C2)C=CC1 1-(trans-5-(3-(thiazol-2-yl)phenoxy)octa-hydrocyclopenta[c]pyrrole-2-carbonyl)-1H-pyrazole-3-carboxylic acid